O1CC[C@@H](C2=CC=CC=C12)NC(=O)C1=CC2=C(N=C(S2)C=2C=NC(=CC2)C(F)(F)F)C=C1 (S)-N-(chroman-4-yl)-2-(6-(trifluoromethyl)pyridin-3-yl)benzo[d]thiazole-6-carboxamide